C(CCCCCCCCC)(=O)O[C@@H]1[C@@](O[C@H](C1)N1C2=NC(=NC(=C2N=C1)N)F)(C#C)CO[P@](=O)(OC1=CC=CC=C1)N[C@H](C(=O)OCC(CC)CC)C (2R,3S,5R)-5-(6-Amino-2-fluoro-9H-purin-9-yl)-2-((((S)-(((S)-1-(2-ethylbutoxy)-1-oxopropan-2-yl)amino)(phenoxy)phosphoryl)oxy) methyl)-2-ethynyltetrahydrofuran-3-yl decanoate